[O-2].[O-2].[O-2].[V+5] Vanadium trioxid